N-methyl-3-(1-methyl-1H-imidazol-4-yl)-1-(5-(trifluoromethyl)pyridin-2-yl)-1H-indole-5-sulfonamide CNS(=O)(=O)C=1C=C2C(=CN(C2=CC1)C1=NC=C(C=C1)C(F)(F)F)C=1N=CN(C1)C